2-bromo-1-(thiophen-2-yl)ethan-1-one BrCC(=O)C=1SC=CC1